N-[(Benzyloxy)carbonyl]-L-valyl-L-alanine C(C1=CC=CC=C1)OC(=O)N[C@@H](C(C)C)C(=O)N[C@@H](C)C(=O)O